FC=1C(=NC(=NC1)N1CC2CN(C2C1)C)N1CC(C1)C(=O)NCC1=CN=C2N1C=CC=C2 1-(5-fluoro-2-{6-methyl-3,6-diazabicyclo[3.2.0]heptan-3-yl}pyrimidin-4-yl)-N-{imidazo[1,2-a]pyridin-3-ylmethyl}azetidine-3-carboxamide